2-(3-bromophenyl)propanal BrC=1C=C(C=CC1)C(C=O)C